CN1CCC(CC1)C1=CC=C(N)C=C1 4-(1-methylpiperidin-4-yl)aniline